hexafluorophosphate-Azabenzotriazol Tetramethyluronium salt CN(C(=[N+](C)C)O)C.N1N=NC2=C1C=CC=N2.F[P-](F)(F)(F)(F)F